(2S)-2-(hydroxymethyl)-6,6-dimethyl-1,4-oxaazepane-4-carboxylic acid tert-butyl ester C(C)(C)(C)OC(=O)N1C[C@H](OCC(C1)(C)C)CO